FC(C1=CC2=C(SC(=C2)C(N[C@H]2CCC[C@@H]3N(C2=O)[C@@H](CC3)C(=O)N3CC(C3)C3=C(C=CC=C3)O)=O)C=C1)P(O)(O)=O (fluoro(2-(((3S,6S,9aS)-3-(3-(2-hydroxyphenyl)azetidine-1-carbonyl)-5-oxooctahydro-1H-pyrrolo[1,2-a]azepin-6-yl)carbamoyl)benzo[b]thiophen-5-yl)methyl)phosphonic acid